BrCC1=C(C=C(C=C1)Cl)C1CC1 1-(bromomethyl)-2-cyclopropyl-4-chlorobenzene